4-(1-((1s,3R)-3-ethoxycyclobutyl)-1H-pyrazol-4-yl)-7-isopropoxy-1-(((S)-5-oxopyrrolidin-2-yl)methoxy)isoquinoline-6-carboxamide C(C)OC1CC(C1)N1N=CC(=C1)C1=CN=C(C2=CC(=C(C=C12)C(=O)N)OC(C)C)OC[C@H]1NC(CC1)=O